[NH4+].C(COCCO)O diethylene glycol ammonium salt